5-fluoro-1-((2R,4S,5R)-4-hydroxy-5-(hydroxymethyl)-5-methyltetrahydrofuran-2-yl)pyrimidine-2,4(1H,3H)-dione FC=1C(NC(N(C1)[C@@H]1O[C@]([C@H](C1)O)(C)CO)=O)=O